2-{[(5-chloro-1-methylimidazol-4-yl)methyl]sulfanyl}-3H,5H,6H,7H-cyclopenta[d]pyrimidin-4-one ClC1=C(N=CN1C)CSC=1NC(C2=C(N1)CCC2)=O